C(C)(C)C1=C(C=CC=C1)C(C)C di-α-isopropylbenzene